2-cyanobut-2-yl-4-chloro-3,5-dimethyl-1H-pyrazole C(#N)C(C)(CC)N1N=C(C(=C1C)Cl)C